7-[2-(2,6-Dioxopiperidin-3-yl)-1,3-Dioxoisoindol-5-yl]-2,7-diazaspiro[3.5]Nonane-2-carboxylic acid tert-butyl ester C(C)(C)(C)OC(=O)N1CC2(C1)CCN(CC2)C=2C=C1C(N(C(C1=CC2)=O)C2C(NC(CC2)=O)=O)=O